FC=1C(=NC=CC1CN1CC2=C(CC1)NN=C2)C=2C=C1CN(C(C1=CC2)=O)C2C(NC(CC2)=O)=O 3-(5-(3-fluoro-4-((1,4,6,7-tetrahydro-5H-pyrazolo[4,3-c]pyridin-5-yl)methyl)pyridin-2-yl)-1-oxoisoindolin-2-yl)piperidine-2,6-dione